ethyl 1-(2,2,2-trifluoroethyl)-1H-pyrazole-3-carboxylate FC(CN1N=C(C=C1)C(=O)OCC)(F)F